3'-[(3-chloro-2-ethylphenyl)amino]-2'-(3-fluoropyridin-4-yl)-1-(prop-2-enoyl)-5',6'-dihydro-1'H-spiro[piperidine-4,7'-pyrrolo[3,2-c]pyridin]-4'-one ClC=1C(=C(C=CC1)NC1=C(NC2=C1C(NCC21CCN(CC1)C(C=C)=O)=O)C1=C(C=NC=C1)F)CC